CC(=O)N[C@@H]1[C@H](C[C@@](O[C@H]1[C@@H]([C@@H](CO)O)O)(C(=O)O)O)O[C@@H]2[C@@H]([C@H]([C@H]([C@H](O2)CO[C@@]3(C[C@@H]([C@H]([C@@H](O3)[C@@H]([C@@H](CO)O)O)NC(=O)C)O[C@@H]4[C@@H]([C@H]([C@H]([C@H](O4)CO[C@@]5(C[C@@H]([C@H]([C@@H](O5)[C@@H]([C@@H](CO)O)O)NC(=O)C)O[C@@H]6[C@@H]([C@H]([C@H]([C@H](O6)CO)O)O)O)C(=O)O)O)O)O)C(=O)O)O)O)O The molecule is an amino hexasaccharide made up of three units of alpha-D-Galp-(1->4)-alpha-D-NeupAc, joined together by glycosidic linkages between position 2 of the N-acetylneuraminyl residues and position 6 of the galactosyl residues.